C1(CC1)C=1N=NN(C1)[C@H](C(=O)N1[C@@H](C[C@H](C1)O)C(=O)N[C@H]1[C@@H](C1)C(F)F)C(C)(C)C (2S,4R)-1-[(2S)-2-(4-cyclopropyltriazol-1-yl)-3,3-dimethyl-butanoyl]-N-[(1R,2R)-2-(difluoromethyl)cyclopropyl]-4-hydroxy-pyrrolidine-2-carboxamide